methyl 1-[(4-aminophenyl)carbamoyl]piperidine-4-carboxylate NC1=CC=C(C=C1)NC(=O)N1CCC(CC1)C(=O)OC